2-chloro-5-(3-((3-hydroxypropyl)amino)propyl)-N-(((3s,5s,7s)-3,5,7-trifluoroadamantan-1-yl)methyl)benzamide hydrochloride Cl.ClC1=C(C(=O)NCC23CC4(CC(CC(C2)(C4)F)(C3)F)F)C=C(C=C1)CCCNCCCO